FC1=CC(=C(C=C1)NC1=C(C(=O)OCC)C=CC(=C1)OC)C.C[Si](CCCNCCN)(C)C N-[3-(trimethylsilyl) propyl] ethylenediamine ethyl 2-((4-fluoro-2-methylphenyl)-amino)-4-methoxy-benzoate